COCCOCCCC(=O)NCC(=O)N1[C@H]2C[C@]2(C[C@H]1C(=O)O)C (1S,3S,5S)-2-{2-[4-(2-methoxyethoxy)butanamido]acetyl}-5-methyl-2-azabicyclo[3.1.0]hexane-3-carboxylic acid